N4-nicotinoyl-2'-deoxycytidine-5'-triphosphate P(O)(=O)(OP(=O)(O)OP(=O)(O)O)OC[C@@H]1[C@H](C[C@@H](O1)N1C(=O)N=C(NC(C2=CN=CC=C2)=O)C=C1)O